5-chloro-7-fluoro-1-methyl-1H-[1,2,3]triazolo[4,5-h][1,6]naphthyridine ClC=1C=2C=C(C=NC2C2=C(N1)N=NN2C)F